3-(4-cyanonaphthalen-1-yl)-N-(8-methyl-8-azabicyclo[3.2.1]octan-3-yl)-5-(trifluoromethyl)-3-azabicyclo[3.1.0]hexane-1-carboxamide C(#N)C1=CC=C(C2=CC=CC=C12)N1CC2(CC2(C1)C(F)(F)F)C(=O)NC1CC2CCC(C1)N2C